5-fluoro-4-(7-fluoroquinolin-6-yl)-N-(5-(piperazin-1-yl)pyridin-2-yl)pyrimidin-2-amine FC=1C(=NC(=NC1)NC1=NC=C(C=C1)N1CCNCC1)C=1C=C2C=CC=NC2=CC1F